((1S,4R,6R)-6-((5-bromopyridin-2-yl)oxy)-2-azabicyclo[2.2.1]heptan-2-yl)(2-fluoro-6-(pyrimidin-2-yl)phenyl)methanone BrC=1C=CC(=NC1)O[C@@H]1C[C@@H]2CN([C@H]1C2)C(=O)C2=C(C=CC=C2C2=NC=CC=N2)F